N-(5-(3-(9H-purin-6-yl)pyridin-2-ylamino)-2-fluorophenyl)-3,5-dimethoxybenzamid N1=CN=C2NC=NC2=C1C=1C(=NC=CC1)NC=1C=CC(=C(C1)NC(C1=CC(=CC(=C1)OC)OC)=O)F